tert-Butyl-N-[4-[4-[(6,7-Dihydroxy-5-nitro-naphthalin-2-carbonyl)-ethyl-amino]butyl-methyl-amino]-4-oxo-butyl]carbamat C(C)(C)(C)OC(NCCCC(=O)N(C)CCCCN(CC)C(=O)C1=CC2=CC(=C(C(=C2C=C1)[N+](=O)[O-])O)O)=O